C(=O)[C@@H]1[C@@H](CC1)C(=O)OCC1=CC=CC=C1 (cis)-benzyl 2-formylcyclobutanecarboxylate